NC(CC(=O)O)CC(=O)N(C[C@@H]([C@H]([C@@H]([C@@H](CO)O)O)O)O)C 3-amino-5-(methyl-((2S,3R,4R,5R)-2,3,4,5,6-pentahydroxyhexyl)amino)-5-oxopentanoic acid